ClC=1N=C(C2=C(N1)N(C=C2I)S(=O)(=O)C2=CC=C(C)C=C2)N 2-chloro-5-iodo-7-tosyl-7H-pyrrolo[2,3-d]pyrimidin-4-amine